phenethylpiperidine-2-carboxamide C(CC1=CC=CC=C1)N1C(CCCC1)C(=O)N